BrC1=CC(=C(C(=C1)[N+](=O)[O-])N[C@H]1CN(CCC1)C(=O)[C@H]1CC(N[C@H](C1)C)=O)C(=O)N1C[C@H](CCC1)C (4R,6S)-4-((R)-3-((4-bromo-2-((S)-3-methylpiperidine-1-carbonyl)-6-nitrophenyl)amino)piperidine-1-carbonyl)-6-methylpiperidin-2-one